2-bromo-4-(chloromethyl)-1-bromo-3-methylbenzene BrC1=C(C=CC(=C1C)CCl)Br